Hexapropylene glycol dimethacrylate C(C(=C)C)(=O)OC(C)COC(C)COC(C)COC(C)COC(C)COC(C)COC(C(=C)C)=O